C(C)(C)(C)C=1SC(=C(N1)C1=C(C(=CC=C1)NS(=O)(=O)CCC)F)C1=NC(=NC=C1)NC1=CC=C(C=C1)C1CCN(CC1)C(=O)OC(C)(C)C tert-butyl 4-{4-[(4-{2-tert-butyl-4-[2-fluoro-3-(propane-1-sulfonamido)phenyl]-1,3-thiazol-5-yl}pyrimidin-2-yl)amino]phenyl}piperidine-1-carboxylate